O(C1=CC=CC=C1)C1=CC=C(C=C1)C1=C[C@@H]2[C@@H](CN(C2)C(=O)OC(C)(C)C)C1 tert-butyl (3aR,6aS)-5-(4-phenoxyphenyl)-3,3a,6,6a-tetrahydro-1H-cyclopenta[c]pyrrole-2-carboxylate